CC1(C(CCC=C1)(C=O)C)C trimethylcyclohex-3-ene-1-carbaldehyde